propyl-Trimethyl-Ammonium Chloride [Cl-].C(CC)[N+](C)(C)C